(2S,4R)-1-((S)-2-(7-aminoheptanamido)-3,3-dimethylbutanoyl)-4-hydroxy-N-((S)-1-(4-(4-methylthiazol-5-yl)phenyl)ethyl)pyrrolidine-2-carboxamide hydrochloride Cl.NCCCCCCC(=O)N[C@H](C(=O)N1[C@@H](C[C@H](C1)O)C(=O)N[C@@H](C)C1=CC=C(C=C1)C1=C(N=CS1)C)C(C)(C)C